C[NH+]1C(CNCC1)(C)C 1,2,2-trimethylpiperazin-1-ium